COC=1SC=C(N1)C(C)O 1-(2-Methoxythiazol-4-yl)ethanol